2-((R)-1-(1-(5-(methoxymethyl)pyrimidin-2-yl)piperidin-4-yl)ethoxy)-5-(6-(methylsulfonyl)pyridin-3-yl)thiazolo[5,4-b]pyridin COCC=1C=NC(=NC1)N1CCC(CC1)[C@@H](C)OC=1SC2=NC(=CC=C2N1)C=1C=NC(=CC1)S(=O)(=O)C